3-(2-chloro-6-methyl-4-pyridinyl)-2-(3-cyanophenyl)-N-[(1R)-1-[(4S)-2,2-dimethyl-1,3-dioxolan-4-yl]ethyl]pyrazolo[1,5-a]pyrimidine-5-carboxamide ClC1=NC(=CC(=C1)C=1C(=NN2C1N=C(C=C2)C(=O)N[C@H](C)[C@@H]2OC(OC2)(C)C)C2=CC(=CC=C2)C#N)C